C1(=CC=CC=C1)N1NC(=CC1)C1=CC=CC=C1 1,3-diphenyl-pyrazoline